O1COC2=C1C=CC(=C2)NC2CCN(CC2)C(=O)OCCCC butyl 4-(benzo[d][1,3]dioxol-5-ylamino)piperidine-1-carboxylate